C(C)(=O)OCC1=C(N2C([C@H]([C@H]2SC1)N)=O)C(=O)O (6R,7R)-3-(acetoxymethyl)-7-amino-8-oxo-5-thia-1-azabicyclo[4.2.0]oct-2-ene-2-carboxylic acid